2-(1-(dimethylamino)ethyl)-4-(4,4,5,5-tetramethyl-1,3,2-dioxaborolan-2-yl)phenol CN(C(C)C1=C(C=CC(=C1)B1OC(C(O1)(C)C)(C)C)O)C